N1(CCC1)C=1C(=NON1)C(=O)N(C(OC(C)(C)C)=O)C1=CC=CC=C1 tert-butyl (4-(azetidin-1-yl)-1,2,5-oxadiazole-3-carbonyl)(phenyl)carbamate